N-(3-(2-oxopyrrolidin-1-yl)propyl)-4-(6-(3-(trifluoromethyl)phenyl)imidazo[1,5-a]pyrazin-3-yl)benzamide O=C1N(CCC1)CCCNC(C1=CC=C(C=C1)C1=NC=C2N1C=C(N=C2)C2=CC(=CC=C2)C(F)(F)F)=O